ClC1=C(C=C(C=C1)N1C2=C(OC(C1)(C)C)N=C(C=C2)C(=O)N2C(CN(CC2)C2=CC=C(C=N2)CC(=O)OC)(C)C)F methyl 2-(6-(4-(1-(4-chloro-3-fluorophenyl)-3,3-dimethyl-2,3-dihydro-1H-pyrido[2,3-b][1,4]oxazine-6-carbonyl)-3,3-dimethylpiperazin-1-yl)pyridin-3-yl)acetate